7-chloro-5-methyl-1-[3-(6-methylpyridin-3-yl)-1,2,4-thiadiazol-5-yl]-4-oxo-1,4-dihydro-1,8-naphthyridine-3-carboxylic acid ClC1=CC(=C2C(C(=CN(C2=N1)C1=NC(=NS1)C=1C=NC(=CC1)C)C(=O)O)=O)C